N-(1-(3-cyano-2-fluorophenyl)ethylidene)-2-methylpropane-2-sulfinamide C(#N)C=1C(=C(C=CC1)C(C)=NS(=O)C(C)(C)C)F